N-[4-(3-chlorophenoxy)-3-sulfamoylphenyl]-2-[2-(2-hydroxyethoxy)phenyl]acetamide ClC=1C=C(OC2=C(C=C(C=C2)NC(CC2=C(C=CC=C2)OCCO)=O)S(N)(=O)=O)C=CC1